C(C(=C)C)(=O)O.C(C(C)O)O propylene glycol monomethacrylate